(2s,3r)-2-(3,4-dihydroxy-5-methoxyphenyl)-5,7-dihydroxychroman-3-yl 2-fluoro-3,4,5-trihydroxybenzoate FC1=C(C(=O)O[C@H]2[C@@H](OC3=CC(=CC(=C3C2)O)O)C2=CC(=C(C(=C2)OC)O)O)C=C(C(=C1O)O)O